CNC(=O)C1=CC=C2N3CCNC[C@H]3COC2=N1 (10S)-N-methyl-8-oxa-1,6,12-triazatricyclo[8.4.0.0^{2,7}]tetradeca-2,4,6-triene-5-carboxamide